N-[3-(5-chloro-1,3-benzoxazol-2-yl)-1-bicyclo[1.1.1]pentanyl]-5-(methylsulfinylmethyl)furan-2-carboxamide ClC=1C=CC2=C(N=C(O2)C23CC(C2)(C3)NC(=O)C=3OC(=CC3)CS(=O)C)C1